COC1C2C=CC(C1OC)C2 endo,endo-5,6-dimethoxynorbornene